FC(C(=O)O)(F)F.ClC=1C=CC(=C(CNC([C@H](C)NC(=O)[C@@H]2N(CC[C@@H](C2)C2=CC=CC=C2)CCC(=O)O)=O)C1)N1N=NN=C1 3-((2R,4S)-2-(((S)-1-((5-chloro-2-(1H-tetrazol-1-yl)benzyl)amino)-1-oxopropan-2-yl)carbamoyl)-4-phenylpiperidin-1-yl)propanoic acid trifluoroacetate